(2R,3S)- and (2S,3R)-3-hydroxybutan-2-yl acetate C(C)(=O)O[C@H](C)[C@H](C)O |r|